FC(C(=O)O)(F)F.FC1=C(C=C(C=C1C)NC1=NC=C(C(=N1)NC=1C=C(C2=C(NC(O2)=O)C1)F)F)OC 5-(2-(4-fluoro-3-methoxy-5-methylphenylamino)-5-fluoropyrimidin-4-ylamino)-7-fluorobenzo[d]oxazol-2(3H)-one trifluoroacetate salt